NC1=C(N=CS1)C(=O)O 5-amino-1,3-thiazole-4-carboxylic acid